FC1(CCC(CC1)C1=NC=NC(=C1NC(C1=CN=C(C(=C1)F)OC)=O)C1=NC=CC=C1)F N-(4-(4,4-difluorocyclohexyl)-6-(pyridin-2-yl)pyrimidin-5-yl)-5-fluoro-6-methoxynicotinamide